(3-bromo-4-(3,3-dimethylpiperazin-1-yl)phenyl)-2-((2-fluorophenyl)amino)benzamide BrC=1C=C(C=CC1N1CC(NCC1)(C)C)C=1C(=C(C(=O)N)C=CC1)NC1=C(C=CC=C1)F